BrC1=CC2=C(N=C(O2)C)C=C1OC 6-bromo-5-methoxy-2-methylbenzo[d]oxazole